2-(3-fluoro-2-((5-(4-methoxypiperidine-1-carbonyl)-1H-indol-1-yl)methyl)allyl)isoindole-1,3-dione FC=C(CN1C(C2=CC=CC=C2C1=O)=O)CN1C=CC2=CC(=CC=C12)C(=O)N1CCC(CC1)OC